C1(=CC=CC=C1)S(=O)(=O)C1(CC=CCC1C)C(=O)O 1-Phenylsulfonyl-6-methyl-3-cyclohexenecarboxylic acid